SCCC[Si](OC(C)C)(OC(C)C)OC(C)C 3-mercapto-1-propyltriisopropoxysilane